CC1(NC(CC(C1)O)(C)C)C 2,2,6,6-tetramethyl-4-hydroxypiperidine